COC1=CC=C(C=C1)C1=CC=CC2=C1N=C(O2)S (4-methoxyphenyl)benzo[d]oxazole-2-thiol